CN1C(=C(C2=CC=CC=C12)C1(OC(=O)C2=CC=CN=C12)C1=C(C=C(C=C1)N=CC)OCCCCCC)C 3-(1-methyl-2-methylindol-3-yl)-3-(2-hexyloxy-4-ethylideneaminophenyl)-4-azaphthalide